C(C=C)N1[C@@H](CCC1)COC1=NC2=C(C(=C(C=C2C(=N1)N1CCN(CC1)C(=O)OC(C)(C)C)Cl)C1=CC=C(C2=C1C(=C(S2)NC(=O)OC(C)(C)C)C#N)F)F tert-Butyl 4-[2-[[(2S)-1-allylpyrrolidin-2-yl]methoxy]-7-[2-(tert-butoxycarbonylamino)-3-cyano-7-fluoro-benzothiophen-4-yl]-6-chloro-8-fluoro-quinazolin-4-yl]piperazine-1-carboxylate